ethyl 2-(triphenylphosphoranylidene)acetate C1(=CC=CC=C1)P(=CC(=O)OCC)(C1=CC=CC=C1)C1=CC=CC=C1